[Cl-].C(C)(C)(C)OC(=O)OC[N+]1(CCC=C(C1)C1=NSN=C1OCCCCCC)C 1-(([(tert-Butoxy)carbonyl]oxy)methyl)-1-methyl-5-[4-(hexyloxy)-1,2,5-thiadiazol-3-yl]-1,2,3,6-tetrahydropyridin-1-ium chloride